2-cyclopropoxy-5-methyl-4-((4-methyl-piperazin-1-yl)methyl)aniline C1(CC1)OC1=C(N)C=C(C(=C1)CN1CCN(CC1)C)C